(3-(tert-butyl)-10-phenylanthracen-9-yl)boronic acid C(C)(C)(C)C=1C=CC2=C(C3=CC=CC=C3C(=C2C1)C1=CC=CC=C1)B(O)O